N,N-dimethyl-1-adamantanamine CN(C12CC3CC(CC(C1)C3)C2)C